C(C1=CC=CC=C1)OC(=O)N[C@@H](C(=O)OCC1=CC=CC=C1)CNC(C1=CC(=CC(=C1)F)C1=C(C=NC=C1)CC)=O (R)-benzyl 2-(((benzyloxy)carbonyl)amino)-3-(3-(3-ethylpyridin-4-yl)-5-fluorobenzamido)propanoate